C1(CC1)C1=C2CCCN(C2=CC=C1)C1=NN=C2N1C1=CC(=C(C=C1C=N2)F)N (5-cyclopropyl-3,4-dihydro-quinolin-1(2H)-yl)-7-fluoro-[1,2,4]triazolo[4,3-a]quinazolin-8-amine